O1CCCC2=CC=CC(=C12)NC=1N=C2N(N=CC=C2NC)C1C(=O)NC1CCN2C1=NC=C2 (chroman-8-ylamino)-N-(6,7-dihydro-5H-pyrrolo[1,2-a]imidazol-7-yl)-8-(methylamino)imidazo[1,2-b]pyridazine-3-carboxamide